ClC=1C=CC(=C(C1)NC(C(=O)N[C@H](C(=O)NC=1C=C2C=C(N(C2=CC1)C(=O)OC(C)(C)C)C(=O)OC(C)(C)C)CCC(=O)N1CCN(CC1)C)=O)N1N=NN=C1 Di-tert-butyl (S)-5-(2-(2-((5-chloro-2-(1H-tetrazol-1-yl) phenyl) amino)-2-oxoacetamido)-5-(4-methylpiperazin-1-yl)-5-oxopentanamido)-1H-indole-1,2-dicarboxylate